C(C)(C)(C)OC(=O)NC(=N)N(C1=CC=C(C=C1)Cl)C(=O)OC(C)(C)C N,N'-di-t-butoxycarbonyl-N'-(4-chlorophenyl)guanidine